3-formyl-(3-methoxy)aniline C(=O)C1(CC(N)=CC=C1)OC